C(C)(CC)C1=CC=C(C=C1)NC(=O)C1CCN(CC1)S(=O)(=O)C=1C=C2CCNC2=CC1 N-(4-(sec-butyl)phenyl)-1-(indolin-5-ylsulfonyl)piperidine-4-carboxamide